N4-[(2,6-difluoro-4-methylsulfanyl-phenyl)methyl]-7-methoxy-1,8-naphthyridine-3,4-diamine FC1=C(C(=CC(=C1)SC)F)CNC1=C(C=NC2=NC(=CC=C12)OC)N